CC(CC)S(=O)(=O)N 2-butylsulfonamide